(2S,6R)-2-((benzyloxy)methyl)-6-methoxy-1,4-oxazepane C(C1=CC=CC=C1)OC[C@H]1OC[C@@H](CNC1)OC